CN1CCN(CC1)C1=CC2=C(C=N1)CN(C2)S(=O)(=O)C2=CC=C(C)C=C2 6-(4-Methylpiperazin-1-yl)-2-tosyl-2,3-dihydro-1H-pyrrolo[3,4-c]pyridine